1-(2-chlorophenyl)-7-cyclopropyl-4-((2-fluoropyridin-4-yl)amino)quinazolin-2(1H)-one ClC1=C(C=CC=C1)N1C(N=C(C2=CC=C(C=C12)C1CC1)NC1=CC(=NC=C1)F)=O